(5-methyl-1H-pyrrolo[3,2-b]pyridin-2-yl)(4-(2-(trifluoromethyl)phenyl)piperidin-1-yl)methanone CC1=CC=C2C(=N1)C=C(N2)C(=O)N2CCC(CC2)C2=C(C=CC=C2)C(F)(F)F